piperidine-3-carboxylic acid cyclopropyl-methyl-amide C1(CC1)N(C(=O)C1CNCCC1)C